1-(3-(1H-pyrazol-4-yl)benzyl)-1-(3-methoxybenzyl)thiourea N1N=CC(=C1)C=1C=C(CN(C(=S)N)CC2=CC(=CC=C2)OC)C=CC1